tert-butylallyl (2,3-bis(Benzyloxy)phenyl)carbamate C(C1=CC=CC=C1)OC1=C(C=CC=C1OCC1=CC=CC=C1)NC(OCC=CC(C)(C)C)=O